FC(C(C)(C)OCCO[Si](C)(C)C(C)(C)C)(F)F (2-(2-trifluoromethyl-2-propoxy)ethoxy)-tert-butyldimethylsilane